Cl.NC1=NN2C(C=C(C=C2)C=2C=C(C=NC2)N(C(OC(C)C)=O)C)=C1 isopropyl (5-(2-aminopyrazolo[1,5-a]pyridin-5-yl)pyridin-3-yl)(methyl)carbamate hydrochloride